1-((1r,3r)-3-((tert-butyldimethylsilyl)oxy)cyclobutyl)-1H-indazole [Si](C)(C)(C(C)(C)C)OC1CC(C1)N1N=CC2=CC=CC=C12